ClC=1C=C(C=CC1N=NC1C(N(N=C1C)C1=CC=CC=C1)=O)C1=CC(=C(C=C1)N=NC1C(N(N=C1C)C1=CC=CC=C1)=O)Cl 4,4'-[(3,3'-dichlorobiphenyl-4,4'-diyl)didiazene-2,1-diyl]bis(5-methyl-2-phenyl-2,4-dihydro-3H-pyrazol-3-one)